C(C)[C@H]1[C@H]([C@H]2[C@@H]3CC[C@H]([C@@H](CCC(=O)O)C)[C@]3(CC[C@@H]2[C@]2(CC[C@H]([C@@H]([C@@H]12)F)O)C)C)O[Si](C)(C)C 6α-ethyl-4β-fluoro-7α-trimethylsiloxy-3α-hydroxyl-5β-cholanic acid